phenylalcohol C1(=CC=CC=C1)O